(2S,4R)-9-(1-{(2S)-2-amino-3-[(2-amino-2-oxoethyl)amino]-2-methyl-3-oxopropyl}azetidin-3-yl)oxy-5,5-dihydroxy-6-oxa-5-boranuidatricyclo[5.4.0.02,4]undeca-1(7),8,10-triene-8-carboxylate N[C@@](CN1CC(C1)OC1=C(C=2O[B-]([C@@H]3C[C@@H]3C2C=C1)(O)O)C(=O)[O-])(C(=O)NCC(=O)N)C